C(C(C)C)C=1C=CC(=C(C1)N1CCN(CC1)CC=1OC=2C(=NC=CC2)N1)C=1N=NNN1 2-[[4-[5-isobutyl-2-(2H-tetrazol-5-yl)phenyl]piperazin-1-yl]methyl]oxazolo[4,5-b]pyridine